C(CC)C1=C2C(=CC(=C1)O2)CCC 2,6-dipropyl-1,4-phenylenoxid